(S)-N-((S)-1-(2-fluoro-4-(trifluoromethoxy)phenyl)ethyl)-2-methylpropane-2-sulfinamide FC1=C(C=CC(=C1)OC(F)(F)F)[C@H](C)N[S@@](=O)C(C)(C)C